CC1=CC=C(C=C1)S(=O)(=O)N1C=NC(=C1)C(C)N 1-(1-(4-methylbenzene-1-sulfonyl)-1H-imidazol-4-yl)ethan-1-amine